3-sulfopropyl acrylate C(C=C)(=O)OCCCS(=O)(=O)O